N[C@@H]1[C@@H](N(CC1)C(=O)OC(C)(C)C)CC=1C=C(C=CC1)C1=CC=CC=C1 Tert-Butyl cis-3-amino-2-(biphenyl-3-ylmethyl)pyrrolidine-1-carboxylate